tert-butyl tetrahydropyrimidine-1(2H)-carboxylate N1(CNCCC1)C(=O)OC(C)(C)C